COC(=O)[SiH](O[SiH](C1=CC=CC=C1)C1=CC=CC=C1)C(=O)OC 3,3-diphenyl-disiloxane-1,1-dicarboxylic acid dimethyl ester